3-(3-chloro-2-fluoro-6-(1H-tetrazol-1-yl)phenyl)acrylic acid tert-butyl-(S)-4-(2-amino-2-phenylacetylamino)benzoate C(C)(C)(C)OC(C1=CC=C(C=C1)NC([C@H](C1=CC=CC=C1)N)=O)=O.ClC=1C(=C(C(=CC1)N1N=NN=C1)C=CC(=O)O)F